2-amino-5-(5-fluoropyridin-2-yl)-3-methoxybenzonitrile NC1=C(C#N)C=C(C=C1OC)C1=NC=C(C=C1)F